2-(1-(4-bromo-2-fluorophenyl)-1H-1,2,3-triazol-4-yl)-6-(4,4-difluoropiperidin-1-yl)pyridine BrC1=CC(=C(C=C1)N1N=NC(=C1)C1=NC(=CC=C1)N1CCC(CC1)(F)F)F